FC=1C=C(C=NC1OC)N1N=C(C2=C1CCOCC2)C2=CC(=NC=C2)[C@H](C)N2CCN(CC2)C (S)-1-(5-fluoro-6-methoxypyridin-3-yl)-3-(2-(1-(4-methylpiperazin-1-yl)ethyl)pyridin-4-yl)-4,5,7,8-tetrahydro-1H-oxepino[4,5-c]pyrazole